4-chloro-1-(3-methoxy-4-(4,4,5,5-tetramethyl-1,3,2-dioxaborolan-2-yl)phenyl)-1H-1,2,3-triazole ClC=1N=NN(C1)C1=CC(=C(C=C1)B1OC(C(O1)(C)C)(C)C)OC